CC=1N=CC(=NC1)N 5-methylpyrazin-2-amine